C(C)(C)(C)OC(=O)N1C(CCCCCC1)O hydroxy-azacyclooctane-1-carboxylic acid tert-butyl ester